NC(C(=O)OC)CNS(=O)(=O)C1=CSC=C1 methyl 2-amino-3-[(thiophene-3-sulfonyl)amino]propanoate